O1C(=NCC1)C=1C(=CC(=C(OC=2C(=NC(=NC2)N)N)C1)C(C)C)OC 5-[5-(4,5-Dihydro-oxazol-2-yl)-2-isopropyl-4-methoxy-phenoxy]-pyrimidine-2,4-diamine